C(C)C1=NC=2N(C(=C1)C(=O)OC1(CCNCC1)C(F)(F)F)N=C(C2C#N)COC(C)C 4-(trifluoromethyl)piperidin-4-ol ethyl-3-cyano-2-(isopropoxymethyl)pyrazolo[1,5-a]pyrimidine-7-carboxylate